1-(3,5-difluorobenzyl)-6-(4-methoxy-5H-pyrrolo[3,2-d]pyrimidin-5-yl)-2-methyl-1H-imidazo[4,5-b]pyridine FC=1C=C(CN2C(=NC3=NC=C(C=C32)N3C=CC=2N=CN=C(C23)OC)C)C=C(C1)F